O[C@@H](CN(C(OC(C)(C)C)=O)C1COC2(C1)CCNCC2)COC2=CC(=CC=C2)S(=O)(=O)C tert-butyl ((S)-2-hydroxy-3-(3-(methylsulfonyl)phenoxy)propyl)(1-oxa-8-azaspiro[4.5]decan-3-yl)carbamate